C(C(C)(C)C)(=O)C(C(C(C)(C)C)=O)OC(C(C(C)(C)C)=O)C(C(C)(C)C)=O Dipivaloylmethyloxide